FC(=C(F)F)[B-](C(=C(F)F)F)(C(=C(F)F)F)C(=C(F)F)F.C1=CC=CC=C1 benzene tetrakis(1,2,2-trifluorovinyl)borate